C(C)N(CCOCC(=O)N(CCCCC)CCCCC)CC 2-[2-(diethylamino)ethoxy]-N,N-dipentyl-acetamide